ClC1=CC(=C(C=C1)C1=NC(=CC=2N=C(N(C(C21)=O)C)C)N2C[C@@H](OCC2)C=2C(=NN(C2)C)C)F (S)-5-(4-chloro-2-fluorophenyl)-7-(2-(1,3-dimethyl-1H-pyrazol-4-yl)morpholino)-2,3-dimethylpyrido[4,3-d]pyrimidin-4(3H)-one